N1(C2C(CC1)CCC2)CC2=CC(=NC=C2)C=2C=C1CN(C(C1=CC2)=O)C2C(NC(CC2)=O)=O 3-(5-(4-((hexahydrocyclopenta[b]pyrrol-1(2H)-yl)methyl)pyridin-2-yl)-1-oxoisoindolin-2-yl)piperidine-2,6-dione